tert-Butyl 4-(4-(4-(2,4-dioxotetrahydropyrimidin-1(2H)-yl)phenyl)piperazin-1-yl)piperidine-1-carboxylate O=C1N(CCC(N1)=O)C1=CC=C(C=C1)N1CCN(CC1)C1CCN(CC1)C(=O)OC(C)(C)C